(R)-N-(3-(1-(4-methyl-4H-1,2,4-triazol-3-yl)propan-2-yl)phenyl)-6-(methylsulfonyl)picolinamide CN1C(=NN=C1)C[C@@H](C)C=1C=C(C=CC1)NC(C1=NC(=CC=C1)S(=O)(=O)C)=O